(R)-2-(4-fluoro-2-methylphenoxy)-N-(3-(S-methylsulfonimidoyl)phenyl)-5-(trifluoromethyl)nicotinamide FC1=CC(=C(OC2=C(C(=O)NC3=CC(=CC=C3)[S@@](=O)(=N)C)C=C(C=N2)C(F)(F)F)C=C1)C